ClC1=C2C(=NC=C1OC=1C=NN3C1C(=NC=C3)NC)N=C(N2C)NC2=CC(=CC(=C2)C(F)(F)F)CN2CC(C2)F 7-chloro-N-(3-((3-fluoroazetidin-1-yl)methyl)-5-(trifluoromethyl)phenyl)-1-methyl-6-((4-(methylamino)pyrazolo[1,5-a]pyrazin-3-yl)oxy)-1H-imidazo[4,5-b]pyridin-2-amine